N1(C2=C(OCC13CC3)N=CC=C2)C(=O)[O-] 3'H-spiro[cyclopropane-1,2'-pyrido[2,3-b][1,4]oxazine]-1'-carboxylate